C12(CC(C1)C2)NC(CN2C(C(=CC=C2)NC([C@H](CC/C=C/C(=O)NC2CCCCC2)NC(=O)C2=CC=C1CCCNC1=C2)=O)=O)=O (S,E)-N7-(1-(2-(bicyclo[1.1.1]pentan-1-ylamino)-2-oxoethyl)-2-oxo-1,2-dihydropyridin-3-yl)-N1-cyclohexyl-6-(1,2,3,4-tetrahydroquinoline-7-carboxamido)hept-2-enediamide